3,4-dichloro-6-{6-[(dimethylphosphoryl)methoxy]pyridin-3-yl}-7-fluoro-2-methylquinoline ClC=1C(=NC2=CC(=C(C=C2C1Cl)C=1C=NC(=CC1)OCP(=O)(C)C)F)C